C=C(C(=O)O)CCC(=O)O 2-Methyleneglutaric acid